C[Si](C(CCCCCCCN(CC)CC)[SiH2]CNCCC[Si](OC)(OC)C)(OCC)OCC 1-methyldiethoxysilyl-8-(diethylamino)(methyldimethoxysilylpropylamino)methylsilyloctane